C1(=CC(=CC=C1)NC1=NC(=NC(=N1)NC=1C=C(C=CC1)C)NC=1C=C(C=CC1)C)C tris(m-tolyl)-1,3,5-triazine-2,4,6-triamine